N-(3,5-difluoro-4-((6-(1-(hydroxymethyl)cyclopropoxy)-7-methoxyquinolin-4-yl)oxy)phenyl)-4-methoxynicotinamide FC=1C=C(C=C(C1OC1=CC=NC2=CC(=C(C=C12)OC1(CC1)CO)OC)F)NC(C1=CN=CC=C1OC)=O